4-cyano-4-[(dodecylsulfanylcarbonyl)sulfanyl]pentanoic acid C(#N)C(CCC(=O)O)(C)SC(=O)SCCCCCCCCCCCC